C(C1=CC=CC=C1)O[C@H]1CN(C[C@H](C1OCC1=CC=CC=C1)OCC1=CC=CC=C1)CC1(CCNCC1)F (3S,4r,5R)-3,4,5-tris(benzyloxy)-1-((4-fluoropiperidin-4-yl)methyl)piperidine